7-(2,6-difluorophenyl)-5-((5-(4-hydroxypiperidin-1-yl)pyridin-2-yl)amino)-3-(4-methoxybenzyl)pyrido[2,3-d]pyrimidin-4(3H)-one FC1=C(C(=CC=C1)F)C=1C=C(C2=C(N=CN(C2=O)CC2=CC=C(C=C2)OC)N1)NC1=NC=C(C=C1)N1CCC(CC1)O